O=C1NC(CCC1NC=1C=C(C=CC1)C1CCN(CC1)C(CN1CCC(CC1)C=1N=C2N(C=C(C(=C2)OC(C)C)NC(=O)C2=NC(=CC=C2)C(F)(F)F)C1)=O)=O N-[2-[1-[2-[4-[3-[(2,6-dioxo-3-piperidyl)amino]phenyl]-1-piperidyl]-2-oxo-ethyl]-4-piperidyl]-7-isopropoxy-imidazo[1,2-a]pyridin-6-yl]-6-(trifluoromethyl)pyridine-2-carboxamide